1-Undecyl-3-propylpyrrolium acetat C(C)(=O)[O-].C(CCCCCCCCCC)[NH+]1C=C(C=C1)CCC